N[C@@H]1CCC2=CC=CC=C12 R-Aminoindan